pentamethylene glycol diacrylate C(C=C)(=O)OCCCCCOC(C=C)=O